3-((1H-pyrazol-1-yl)methyl)-6-chloro-2-cyclopropylpyridine N1(N=CC=C1)CC=1C(=NC(=CC1)Cl)C1CC1